(tert-butoxycarbonylamino)-3-(2-pyridinyl)propionic acid C(C)(C)(C)OC(=O)NC(C(=O)O)CC1=NC=CC=C1